N/C(/NC)=N/C1=NC=C(C(=O)N([C@H](C)C2=C(C=CC=C2)F)CC2=NC=C(C=C2)C(C)(F)F)C=C1 (R,Z)-6-((amino(methylamino)methylene)amino)-N-((5-(1,1-difluoroethyl)pyridin-2-yl)methyl)-N-(1-(2-fluorophenyl)ethyl)nicotinamide